C(C1=CC=CC=C1)OCCCOCCOC1=CC(=C(C=C1)[N+](=O)[O-])OC 4-(2-(3-(Benzyloxy)propoxy)ethoxy)-2-methoxy-1-nitrobenzene